Perfluorosulfon FS(=O)(=O)F